BrC1=C(CN2CC(C2)C(=O)O)C=CC(=C1)C1=NC(=NO1)C1=CC=C(C=C1)CC(C)C 1-(2-bromo-4-(3-(4-isobutylphenyl)-1,2,4-oxadiazol-5-yl)benzyl)azetidine-3-carboxylic acid